ethyl pyruvate, calcium salt [Ca].C(C(=O)C)(=O)OCC